CN1C(=NN=C1)C=1C=C2C(=CN(C2=CC1)S(=O)(=O)C1=CC=C(C)C=C1)C=1C=C2C(=NC1)N(CC21CC1)C(=O)OC(C)(C)C tert-butyl 5'-(5-(4-methyl-4H-1,2,4-triazol-3-yl)-1-tosyl-1H-indol-3-yl)spiro[cyclopropane-1,3'-pyrrolo[2,3-b]pyridine]-1'(2'H)-carboxylate